tert-butyl 2-isocyanoacetate [N+](#[C-])CC(=O)OC(C)(C)C